(5-{3-Amino-5-[2-(trifluoromethoxy)benzene-1-sulfonyl]pyridin-2-yl}-1,3,4-oxadiazol-2-yl)methanol NC=1C(=NC=C(C1)S(=O)(=O)C1=C(C=CC=C1)OC(F)(F)F)C1=NN=C(O1)CO